N(=C=O)C1(C2(C(CC(C1C)C2)N=C=O)C)C 2,6-diisocyanatotrimethylnorbornane